[4-[5,7-difluoro-2-(4-fluorophenyl)-1H-indol-3-yl]butyl]isoindoline-1,3-dione FC=1C=C2C(=C(NC2=C(C1)F)C1=CC=C(C=C1)F)CCCCN1C(C2=CC=CC=C2C1=O)=O